FC1=C(C(=C(C(=C1F)F)F)F)C=1C=CC2=C(NC(CO2)=O)C1 6-(2,3,4,5,6-pentafluorophenyl)-2,4-dihydro-1,4-benzoxazin-3-one